7-amino-3,4-dihydroisoquinoline-2(1H)-carboxylic acid tert-butyl ester C(C)(C)(C)OC(=O)N1CC2=CC(=CC=C2CC1)N